3-(5-(oxazol-2-yl)pyridin-3-yl)phenyl octylcarbamate C(CCCCCCC)NC(OC1=CC(=CC=C1)C=1C=NC=C(C1)C=1OC=CN1)=O